2-bromo-6-methyl-7-(1-morpholinopropyl)indolizine-5-carboxylic acid BrC=1C=C2C=C(C(=C(N2C1)C(=O)O)C)C(CC)N1CCOCC1